(S)-3-(3-(4-hydroxy-1,6-dimethyl-2-oxo-1,2-dihydropyridin-3-yl)ureido)-3-(5-methyl-3'-(trifluoromethoxy)biphenyl-3-yl)propanoic acid OC1=C(C(N(C(=C1)C)C)=O)NC(N[C@@H](CC(=O)O)C=1C=C(C=C(C1)C)C1=CC(=CC=C1)OC(F)(F)F)=O